FC1(CCN(CC1)C1=NC2=CC(=C(C=C2C(=N1)NC1=CNC2=CC=CC=C12)OC)OCCCN1CCCC1)F 2-(4,4-difluoropiperidin-1-yl)-N-(1H-indol-3-yl)-6-methoxy-7-(3-(pyrrolidin-1-yl)propoxy)quinazolin-4-amine